BrC=1C=NC=2CCN(CC2C1)C1=NC(=NC2=CC=C(C=C12)Cl)Cl 4-(3-bromo-7,8-dihydro-5H-1,6-naphthyridin-6-yl)-2,6-dichloro-quinazoline